2-mercaptopropanoic acid SC(C(=O)O)C